(R)-4-chloro-5-(3-((4-(4-(propylsulfonyl)piperazin-1-yl)pyridin-2-yl)oxy)pyrrolidin-1-yl)pyridazin-3(2H)-one ClC=1C(NN=CC1N1C[C@@H](CC1)OC1=NC=CC(=C1)N1CCN(CC1)S(=O)(=O)CCC)=O